C(CC)(=O)ONC(=O)OCOP(=O)(O)O ((((phosphonooxy) methoxy) carbonyl) amino) propanoate